ClC1=C(C=CC(=C1OC=1C(=C2C(N(C=NC2=CC1)C)=O)Cl)F)NS(=O)(=O)N1CCCC1 N-(2-chloro-3-((5-chloro-3-methyl-4-oxo-3,4-dihydroquinazolin-6-yl)oxy)-4-fluorophenyl)pyrrolidine-1-sulfonamide